4-(3-thienylsulfonyl)morpholin S1C=C(C=C1)S(=O)(=O)N1CCOCC1